trans-[4-(2-Methyl-[1,2,4]triazolo[1,5-a]pyridin-7-ylmethyl)-cyclohexyl]-((S)-3-pyrazin-2-yl-isoxazolidin-2-yl)-methanone CC1=NN2C(C=C(C=C2)C[C@@H]2CC[C@H](CC2)C(=O)N2OCC[C@H]2C2=NC=CN=C2)=N1